FC=1C=C(C=C(C1C)NC(=O)C1=CN=C2N1C=CC=C2)C=2OC(=CN2)C2CN(C2)C(=O)OC methyl 3-(2-(3-fluoro-5-(imidazo[1,2-a]pyridine-3-carboxamido)-4-methylphenyl)oxazol-5-yl)azetidine-1-carboxylate